FC=1C(=NC(=NC1)OCC1=CC=C(C=C1)F)N 5-fluoro-2-[(4-fluorophenyl)methoxy]-4-pyrimidylamine